6-(2-((5-cyclopropyl-3-(2,6-dichlorophenyl)isoxazol-4-yl)methyl)-7-azaspiro[3.5]non-7-yl)-4-(trifluoromethyl)quinoline-2-carboxylic acid C1(CC1)C1=C(C(=NO1)C1=C(C=CC=C1Cl)Cl)CC1CC2(C1)CCN(CC2)C=2C=C1C(=CC(=NC1=CC2)C(=O)O)C(F)(F)F